(biphenylyl)[(triphenylenyl)Phenyl]dibenzoselenophene C1(=C(C=CC=C1)C1=C(C2=C([Se]C3=C2C=CC=C3)C=C1)C1=C(C=CC=C1)C1=CC=CC=3C2=CC=CC=C2C2=CC=CC=C2C13)C1=CC=CC=C1